ClC1=NC(=NC(=C1)C1=CC(=CC=C1)C1=NC=CC=C1)C1=CC=CC=C1 4-chloro-2-phenyl-6-(3-(pyridin-2-yl)phenyl)pyrimidine